C1CS(=O)(=O)OCOS1(=O)=O methylene ethanedisulfonate